FC=1C=CC=C2C=NC=NC12 8-fluoro-quinazolin